CN(C)C=C1C(CC(CC1=O)C1=CNC2=C(C=CC=C12)C)=O 2-((dimethylamino)methylene)-5-(7-methyl-1H-indol-3-yl)cyclohexane-1,3-dione